OC1(CC(C1)NC=1N=NC(=CN1)C1=C(C=C(C=C1C)C(F)(F)F)O)C 2-(3-(((cis)-3-hydroxy-3-methylcyclobutyl)amino)-1,2,4-triazin-6-yl)-3-methyl-5-(trifluoromethyl)phenol